ClC=1C=NC(=C(C(=O)NC2CCC(CC2)CN2C(C(C3=CC=CC=C23)(O)C2=NC=C(C=C2F)Cl)=O)C1)C(F)F 5-chloro-N-((1r,4r)-4-((3-(5-chloro-3-fluoropyridin-2-yl)-3-hydroxy-2-oxoindolin-1-yl)methyl)cyclohexyl)-2-(difluoromethyl)nicotinamide